N(=C=O)C1=C(C=CC=C1)SSC1=C(C=CC=C1)N=C=O (isocyanatophenyl) disulfide